(R)-7-(1-cyclopropylethoxy)-N-(6-(difluoromethyl)pyridin-2-yl)-2-(1-methyl-2-oxabicyclo[2.1.1]hexan-4-yl)imidazo[1,2-a]pyridine-6-carboxamide C1(CC1)[C@@H](C)OC1=CC=2N(C=C1C(=O)NC1=NC(=CC=C1)C(F)F)C=C(N2)C21COC(C2)(C1)C